COC(C1=C(C=C(C=C1)NC(=O)C=1N(C(=CN1)Br)C)Cl)=O.COC1(CC=CC=C1)P(C1(CC=CC=C1)OC)C1(CC=CC=C1)OC tri(1-methoxyphenyl)phosphine Methyl-4-(5-bromo-1-methyl-1H-imidazole-2-carboxamido)-2-chlorobenzoate